C(C=C)SCC(C=O)=CC 2-((allylthio)methyl)but-2-enal